1-((8-(2-Methylbiphenyl-3-ylamino)-1,7-naphthyridin-4-yl)methyl)piperidine-2-carboxylic acid methyl ester COC(=O)C1N(CCCC1)CC1=CC=NC2=C(N=CC=C12)NC=1C(=C(C=CC1)C1=CC=CC=C1)C